CC1C2CCC(CC1=O)N2C(=O)OC(C)(C)C Tert-butyl 2-methyl-3-oxo-8-azabicyclo[3.2.1]octane-8-carboxylate